FC1=CC=2C3=NN(C=4C=CC(OCCCNC(OC(C(=C1C)C2)C)=O)=CC34)C3OCCCC3 4-fluoro-5,7-dimethyl-19-(oxan-2-yl)-8,14-dioxa-10,19,20-triazatetracyclo[13.5.2.12,6.018,21]tricosa-1(20),2(23),3,5,15(22),16,18(21)-heptaen-9-one